N-(6-aminothiazolo[4,5-b]pyridin-2-yl)-5-methylpyrazine-2-carboxamide NC=1C=C2C(=NC1)N=C(S2)NC(=O)C2=NC=C(N=C2)C